N,N-dimethylpiperidine-4-amine bromide [Br-].CN(C1CCNCC1)C